(S)-2-(3-aminopropionamido)-3-(1H-imidazole-5-yl)propionic acid zinc [Zn].NCCC(=O)N[C@H](C(=O)O)CC1=CN=CN1